(1R,5r,6r)-3-(8-fluoro-2-(((2r,7as)-2-fluoro-hexahydro-1H-pyrrolizin-7a-yl)methoxy)-7-(3-hydroxy-5-methylnaphthalen-1-yl)pyrido[4,3-d]pyrimidin-4-yl)-3-azabicyclo[3.2.1]octan-6-ol FC1=C(N=CC2=C1N=C(N=C2N2C[C@H]1C[C@H]([C@@H](C2)C1)O)OC[C@]12CCCN2C[C@@H](C1)F)C1=CC(=CC2=C(C=CC=C12)C)O